OC1=C2C3=C(N(C2=CC=C1)C(=O)OC(C)(C)C)C=NC(=C3COC)C(=O)OC(C)C 9-(tert-butyl) 3-isopropyl 5-hydroxy-4-(methoxymethyl)-9H-pyrido[3,4-b]indole-3,9-dicarboxylate